N[C@H](C#N)CC1=C(C=C(C=C1)C=1C=C2C(=CC1)NC(C21CCN(CC1)C)=O)F (S)-2-amino-3-(2-fluoro-4-(1'-methyl-2-oxospiro[indoline-3,4'-piperidin]-5-yl)phenyl)propionitrile